C(C1=CC=CC=C1)NC1=CC=C(C=C1)C1=C2C(=NC=C1)NC=C2 4-(4-(benzylamino)phenyl)-1H-pyrrolo[2,3-b]pyridin